L-methionine (R)-S-oxide N[C@@H](CC[S@](=O)C)C(=O)O